P(=O)(OC[C@@H]1O[C@H]([C@@H](C1)OC)N1C(NC(C(=C1)C)=O)=O)(OCCCC)O ((2R,3R,4R,5R)-5-(5-methyl-2,4-dioxopyrimidin-1(2H)-yl)-4-methoxy-tetrahydrofuran-2-yl)-methyl butyl hydrogen phosphate